C(C)O[C@@H]1C[C@H](C1)NC1=NN2C(C=N1)=C(C=C2)C2=CC=C1C(=N2)N(C(=N1)C)CC N-(trans-3-ethoxycyclobutyl)-5-(3-ethyl-2-methyl-3H-imidazo[4,5-b]pyridin-5-yl)pyrrolo[2,1-f][1,2,4]triazin-2-amine